BrC=1C=C2C=C(C=NC2=CC1)I 6-Bromo-3-iodoquinoline